(S)-5-amino-6-((Oxetan-2-ylmethyl)amino)picolinate NC=1C=CC(=NC1NC[C@H]1OCC1)C(=O)[O-]